C1(=CC=CC=C1)S(=O)(=O)N1CCC(CC1)CC1=CC=2N(C=C1)N=CC2N2C(NC(CC2)=O)=O 1-(5-((1-(phenylsulfonyl)piperidin-4-yl)methyl)pyrazolo[1,5-a]pyridin-3-yl)dihydropyrimidine-2,4(1H,3H)-dione